4-(dimethylamino)-4-methylpent-2-ynoic acid CN(C(C#CC(=O)O)(C)C)C